C1CCC2=C(C=3CCCC3C=C12)NC(=O)N=[S@](=O)(N)C1=CC=C(C=C1)N(C)C(C)C (R)-N'-((1,2,3,5,6,7-hexahydro-s-indacen-4-yl)carbamoyl)-4-(isopropyl(methyl)amino)benzenesulfonimidamide